2-bromo-9H-thioxanthen-9-one 10,10-dioxide BrC1=CC=2C(C3=CC=CC=C3S(C2C=C1)(=O)=O)=O